[Cl-].FC(C1=CC=C(C=C1)PC1=CC=C(C=C1)C(F)(F)F)(F)F bis[4-(trifluoromethyl)phenyl]phosphine chloride